FC=1C=CC(=C2C=COC21)O 7-fluoro-benzofuran-4-ol